acryloyloxypropyltetrahydrophthalate C(C=C)(=O)OCCCOC(C1C(C(=O)[O-])CCC=C1)=O